N1(CCC1)C(C(=O)O)C 2-(azetidin-1-yl)propionic acid